6-Bromo-2,3-dihydropyrazolo[5,1-b]oxazole BrC1=NN2C(OCC2)=C1